ClC1=C(C(=CC=C1)F)C1=CC=C(N=N1)NC1[C@@H]2CN(C[C@H]12)CC1CCOCC1 (1R,5S,6s)-N-[6-(2-chloro-6-fluoro-phenyl)pyridazin-3-yl]-3-(tetrahydropyran-4-ylmethyl)-3-azabicyclo[3.1.0]hexan-6-amine